O.C(CCCCCCC\C=C/CCCCCCCC)(=O)O oleic acid hydrate